C(=O)C=1N=CN(C1)C1=CC=C(C#N)C=C1 4-(4-formyl-1H-imidazol-1-yl)benzonitrile